NC=1SC2=C(N1)C=CC(=C2)N(C(=O)NC2=CC=C(C=C2)Cl)CCN(C)C (2-aminobenzo[d]thiazol-6-yl)-1-[2-(N,N-dimethylamino)ethyl]-3-(4-chlorophenyl)urea